tert-butyl (((2S,3S,4S)-5-chloro-4-(6-cyano-2-fluoro-3-(2-((tetrahydro-2H-pyran-2-yl)oxy)ethoxy)phenyl)-6-fluoro-3-methoxy-2-phenyl-2,3-dihydrobenzofuran-2-yl)methyl)carbamate ClC=1C(=CC2=C([C@@H]([C@](O2)(C2=CC=CC=C2)CNC(OC(C)(C)C)=O)OC)C1C1=C(C(=CC=C1C#N)OCCOC1OCCCC1)F)F